(pyridin-2-ylmethyl)-2-(triethylsilyl)-4,5,6,7-tetrahydrothieno[3,2-c]pyridine N1=C(C=CC=C1)CC1=C(SC2=C1CNCC2)[Si](CC)(CC)CC